C(CC)C1CC(OC1)=O 4-n-propyl-dihydrofuran-2(3H)-one